2-Chloro-5-{[(3,3-dimethylbutyryl)amino]methyl}-N-[1-(propan-2-yl)-1H-indazol-4-yl]benzamide tin (II) bis(ethylhexanoate) C(C)C(C(=O)[O-])CCCC.C(C)C(C(=O)[O-])CCCC.[Sn+2].ClC1=C(C(=O)NC2=C3C=NN(C3=CC=C2)C(C)C)C=C(C=C1)CNC(CC(C)(C)C)=O